(R)-N-(2-chloro-3-((5-chloro-3-methyl-4-oxo-3,4-dihydroquinazolin-6-yl)amino)-4-fluorophenyl)-3-fluoropyrrolidine-1-sulfonamide ClC1=C(C=CC(=C1NC=1C(=C2C(N(C=NC2=CC1)C)=O)Cl)F)NS(=O)(=O)N1C[C@@H](CC1)F